benzyl 3'-chloro-7'-oxo-7',8'-dihydro-5'H-spiro[piperidine-3,6'-pyrazino[2,3-c]pyridazine]-1-carboxylate ClC1=CC2=C(N=N1)NC(C1(N2)CN(CCC1)C(=O)OCC1=CC=CC=C1)=O